tert-butyl (1-((3-((1-(2-(2,6-dioxopiperidin-3-yl)-1,3-dioxoisoindolin-5-yl)azetidin-3-yl)oxy)phenyl)-sulfonyl)piperidin-4-yl)carbamate O=C1NC(CCC1N1C(C2=CC=C(C=C2C1=O)N1CC(C1)OC=1C=C(C=CC1)S(=O)(=O)N1CCC(CC1)NC(OC(C)(C)C)=O)=O)=O